1-[2-(morpholin-4-yl)-8-(1H-pyrazol-5-yl)-1,7-naphthyridin-4-yl]piperidin-2-one N1(CCOCC1)C1=NC2=C(N=CC=C2C(=C1)N1C(CCCC1)=O)C1=CC=NN1